CC1=C(C(=O)P(C2=C(C=CC(=C2)C)C)(C(C2=C(C=C(C=C2C)C)C)=O)=O)C(=CC(=C1)C)C bis(2,4,6-trimethylbenzoyl)-2,5-dimethylphenyl-phosphine oxide